NC(CCC1CC1)(C=1C=NC=CC1)C=1C=CC(=C(C1)NC(=O)[C@@H]1N(C[C@@H](C1)O)C(=O)NC1=CC=C(C=C1)Cl)F (2R,4R)-N2-(5-((+)-1-amino-3-cyclopropyl-1-(pyridin-3-yl)propyl)-2-fluorophenyl)-N1-(4-chlorophenyl)-4-hydroxypyrrolidine-1,2-dicarboxamide